tert-butyl (2S,6R)-4-(4-amino-2-methylphenyl)-2,6-dimethylpiperazine-1-carboxylate NC1=CC(=C(C=C1)N1C[C@@H](N([C@@H](C1)C)C(=O)OC(C)(C)C)C)C